O\N=C\C=1C=C(C=CC1)NC(OC(C)(C)C)=O tert-butyl (E)-(3-((hydroxyimino)methyl)phenyl)carbamate